N1=C(C=CC(=C1)C(=O)O)C1=NC=CC=C1 [2,2'-bipyridine]-5-carboxylic acid